COC(C1CCN(CC1)CC1CCN(CC1)C=1C=C2C(N(C(C2=CC1)=O)C1C(NC(CC1)=O)=O)=O)OC 5-[4-[[4-(dimethoxymethyl)piperidin-1-yl]methyl]piperidin-1-yl]-2-(2,6-dioxopiperidin-3-yl)isoindoline-1,3-dione